4-(4-((2-(cyclopropylamino)-3,4-dioxocyclobut-1-en-1-yl)amino)-3-chlorophenoxy)-7-methoxyquinoline-6-carboxamide C1(CC1)NC1=C(C(C1=O)=O)NC1=C(C=C(OC2=CC=NC3=CC(=C(C=C23)C(=O)N)OC)C=C1)Cl